C(#C)C1=CC=C(CN2C3=NC(=NC=C3NC2=O)C2=C(C=CC=C2)C(C)C)C=C1 9-(4-ethynylbenzyl)-2-(2-isopropylphenyl)-7,9-dihydro-8H-purin-8-one